tert-butyl (1-(5-((3-acrylamido-2-chlorophenyl)thio)-6-aminopyrazin-2-yl)-4-methylpiperidin-4-yl)carbamate C(C=C)(=O)NC=1C(=C(C=CC1)SC=1N=CC(=NC1N)N1CCC(CC1)(C)NC(OC(C)(C)C)=O)Cl